stearamide phosphate salt P(=O)(O)(O)O.C(CCCCCCCCCCCCCCCCC)(=O)N